1-tert-butyl 3-ethyl 2-(6-chloropyrazin-2-yl)-2-(2-methoxyethyl)malonate ClC1=CN=CC(=N1)C(C(=O)OC(C)(C)C)(C(=O)OCC)CCOC